CC1C(CCCC1)N 2-methylcyclohexan-1-amin